N-(8-Nitro-2,3,4,5-tetrahydro-1H-benzo[b]azepine-1-carbonothioyl)acetamide [N+](=O)([O-])C=1C=CC2=C(N(CCCC2)C(=S)NC(C)=O)C1